CC1OC(CN(C1)C1=C2C=CC=NC2=C(C=C1)C(F)(F)F)C(=O)N 6-methyl-4-[8-(trifluoromethyl)-5-quinolyl]morpholine-2-carboxamide